(2S,4S)-1-Boc-4-diphenylphosphino-2-(diphenylphosphinomethyl)pyrrolidine C(=O)(OC(C)(C)C)N1[C@@H](C[C@@H](C1)P(C1=CC=CC=C1)C1=CC=CC=C1)CP(C1=CC=CC=C1)C1=CC=CC=C1